N-((2S,3S)-1-(tert-butoxycarbonyl)-2-((tosyloxy)methyl)azetidine-3-carbonyl)-N-methyl-L-valine C(C)(C)(C)OC(=O)N1[C@@H]([C@H](C1)C(=O)N([C@@H](C(C)C)C(=O)O)C)COS(=O)(=O)C1=CC=C(C)C=C1